N,N'-bis-(3,5-di-tert-butyl-4-hydroxyphenyl-propionyl)-trimethylenediamine C(C)(C)(C)C=1C=C(C=C(C1O)C(C)(C)C)CCC(=O)NCCCNC(CCC1=CC(=C(C(=C1)C(C)(C)C)O)C(C)(C)C)=O